(R)-2-(6-(2-([1,4'-bipiperidin]-4-yl)-2-azaspiro[3.3]heptan-6-yl)-5-methyl-6,7,8,9-tetrahydro-5H-pyrido[3',4':4,5]pyrrolo[2,3-c]pyridazin-3-yl)phenol N1(CCC(CC1)N1CC2(C1)CC(C2)N2[C@@H](C1=C(NC=3N=NC(=CC31)C3=C(C=CC=C3)O)CC2)C)C2CCNCC2